diethyl-2,3-dicyclohexyl-2-methylsuccinate C(C)OC(C(C(C(=O)OCC)C1CCCCC1)(C)C1CCCCC1)=O